N-(3-methylnonyl)-bicyclo[2.2.1]Hept-5-ene-2,3-dicarboximide CC(CCN1C(=O)C2C3C=CC(C2C1=O)C3)CCCCCC